1-hexyl-3-methylimidazol lysine salt N[C@@H](CCCCN)C(=O)O.C(CCCCC)N1CN(C=C1)C